6-[(2S)-2-aminopropyl]-7-fluoro-N-[(thiophen-2-yl)methyl]thieno[3,2-c]pyridazin-4-amine N[C@H](CC1=C(C=2N=NC=C(C2S1)NCC=1SC=CC1)F)C